C(C)OC[C@@]1(CN(CC1)C(C)(C)C=1C=CC(=NC1)C)CCC=1SC=CC1 (S)-5-(2-(3-(ethoxymethyl)-3-(2-(thiophen-2-yl)ethyl)pyrrolidin-1-yl)propan-2-yl)-2-methylpyridine